CCCCCCCCC/C=C/C=O The molecule is a trans-2,3-unsaturated fatty aldehyde that is (E)-dodec-2-ene in which the allylic methyl group has been oxidised to the corresponding aldehyde. It has a role as an anthelminthic drug, a plant metabolite and an antibacterial agent. It is a trans-2,3-unsaturated fatty aldehyde and a long-chain fatty aldehyde. It derives from a hydride of a trans-2-dodecene.